FC1=CC(=CC2=C1N=C(S2)N(C2CC(NC(C2)(C)C)(C)C)C)C=2C=CC=1N(N2)C=C(N1)C 4-Fluoro-N-methyl-6-(2-methylimidazo[1,2-b]pyridazin-6-yl)-N-(2,2,6,6-tetramethylpiperidin-4-yl)-1,3-benzothiazol-2-amin